ClC1=C(C=CC=C1)C1=CN=C(S1)NC(=O)[C@@H]1CN(C[C@H]1C)C#N trans-N-(5-(2-chlorophenyl)thiazol-2-yl)-1-cyano-4-methylpyrrolidine-3-carboxamide